FC(OC1=CC=C(C=C1)N1C(C(=CC2=C1N=C(N=C2)OC2(CC2)C)C=2C=CC1=C(N(C=N1)C)C2)=O)F 8-(4-(difluoromethoxy)phenyl)-6-(1-methyl-1H-benzo[d]imidazol-6-yl)-2-(1-methylcyclopropoxy)pyrido[2,3-d]pyrimidin-7(8H)-one